3-bromo-1-(3-chloro-2-pyridinyl)-1H-pyrazol-5-carboxamid BrC1=NN(C(=C1)C(=O)N)C1=NC=CC=C1Cl